O1COC2=C1C=CC(=C2)CN2C(C(C1=CC=CC=C21)(O)C2=CC=C(C=C2)S(=O)(=O)N)=O 4-[1-(1,3-benzodioxol-5-ylmethyl)-3-hydroxy-2-oxo-indolin-3-yl]benzenesulfonamide